(S)-6-(2,4-dimethylphenyl)-3-(1-(6-ethoxy-5-methoxypyridin-2-yl)-2-(methylsulfonyl)ethyl)-7-methyl-1H-imidazo[4,5-b]pyridin-2(3H)-one CC1=C(C=CC(=C1)C)C=1C(=C2C(=NC1)N(C(N2)=O)[C@H](CS(=O)(=O)C)C2=NC(=C(C=C2)OC)OCC)C